(S)-2-hydroxyl-3-methoxyl-3,3-diphenyl-propionic acid O[C@H](C(=O)O)C(C1=CC=CC=C1)(C1=CC=CC=C1)OC